2-cyclopropyl-4,6-difluorobenzo[d]thiazole C1(CC1)C=1SC2=C(N1)C(=CC(=C2)F)F